C(#N)C1=C(C=CC=C1)S(=O)(=O)N1C[C@@H]([C@@](C1)(CO)O)OC1=CC(=C(C#N)C=C1OCC(F)(F)F)F 4-(((3S,4R)-1-((2-cyanophenyl)sulfonyl)-4-hydroxy-4-(hydroxymethyl)pyrrolidin-3-yl)oxy)-2-fluoro-5-(2,2,2-trifluoroethoxy)benzonitrile